2-(9-(4-hydroxybutyl)-3,9-diazaspiro[5.5]undecan-3-yl)propane-1,3-diyl bis(2-(cyclopentylmethyl)decanoate) C1(CCCC1)CC(C(=O)OCC(COC(C(CCCCCCCC)CC1CCCC1)=O)N1CCC2(CC1)CCN(CC2)CCCCO)CCCCCCCC